BrC1=C(C=2C(N(C1=O)C)=CN(N2)CC#N)N2[C@H](CN([C@@H](C2)C)[C@@H](C)C=2C=C1N=CC=NC1=CC2)C 2-(6-bromo-7-((2S,5r)-2,5-dimethyl-4-((S)-1-(quinoxalin-6-yl)ethyl)piperazin-1-yl)-4-methyl-5-oxo-4,5-dihydro-2H-pyrazolo[4,3-b]Pyridin-2-yl)acetonitrile